C(C)(C)C=1NC(C2=C(N1)C=NN2)=O 5-isopropyl-1H,6H-pyrazolo[4,3-d]pyrimidin-7-one